C(C)(C)NC([O-])=O N-isopropylcarbamate